tert-butyl (2R)-2-(2-chloroacetyl)pyrrolidine-1-carboxylate ClCC(=O)[C@@H]1N(CCC1)C(=O)OC(C)(C)C